CC12C3C4C5(C3C1C5C24)NC(=O)OC(C)(C)C methyl-4-((tert-butoxycarbonyl)amino)cubane